P(=O)(O)(O)OC1=CC2=CC=CC=C2C=C1 (2-naphthol) phosphate